O1CCC2=C1C=C(C=C2)[C@@H](C)N2CCN(CC2)C2=NC=C(C=N2)[S@](=O)(C)=NC(C)C (R)-(2-(4-((R)-1-(2,3-dihydrobenzofuran-6-yl)ethyl)piperazin-1-yl)pyrimidin-5-yl)(isopropylimino)(methyl)-λ6-sulfanone